3-(N-phenylamino)-2-(4-methylphenyl)-1,1-difluorocyclopentane C1(=CC=CC=C1)NC1C(C(CC1)(F)F)C1=CC=C(C=C1)C